C(#N)C1=C(C=C(C=C1C)NC(C1=C(C=C(C=C1)I)N1CCC2(CC2)CC1)=O)N1CCC(CC1)(F)F N-(4-cyano-3-(4,4-difluoropiperidin-1-yl)-5-methylphenyl)-4-iodo-2-(6-azaspiro[2.5]oct-6-yl)benzamide